(R)-2-(1-methoxy-1-methyl-ethyl)pyrrolidine COC(C)(C)[C@@H]1NCCC1